C(C)(C)(C)OC(=O)N1[C@H](CC(C1)OC(C)=O)C1=C(C=CC(=C1)F)OC (2R)-4-acetoxy-2-(5-fluoro-2-methoxyphenyl)pyrrolidine-1-carboxylic acid tert-butyl ester